4-Methoxy-2-phenethylisoindolin-1-one COC1=C2CN(C(C2=CC=C1)=O)CCC1=CC=CC=C1